2-methoxy-6-[2-[4-[1-methyl-4-(4-pyridyl)pyrazol-3-yl]phenyl]ethynyl]pyridine COC1=NC(=CC=C1)C#CC1=CC=C(C=C1)C1=NN(C=C1C1=CC=NC=C1)C